(S)-2-hydroxy-1-(4-(4,4,5,5-tetramethyl-1,3,2-dioxaborolan-2-yl)-3,6-dihydropyridin-1(2H)-yl)propan-1-one O[C@H](C(=O)N1CCC(=CC1)B1OC(C(O1)(C)C)(C)C)C